((4-(2,6-Dimethoxypyridin-4-yl)thiazol-2-yl)amino)benzenesulfonamide COC1=NC(=CC(=C1)C=1N=C(SC1)NC1=C(C=CC=C1)S(=O)(=O)N)OC